C(C)(C)(C)C=1C(=C(C=CC1)N(CCNCCN)C1=C(C(=CC=C1)C(C)(C)C)O)O bis(3-tert-butyl-2-hydroxyphenyl)diethylenetriamine